C(C)SC=1OC2=C(C=C(C=C2C(C1C)=O)C)[C@@H](C)OC1=CC=C(C(=C1C(=O)OC)F)F Methyl 6-[(1R)-1-(2-ethylsulfanyl-3,6-dimethyl-4-oxo-chromen-8-yl)ethoxy]-2,3-difluoro-benzoate